NC=1C2=C(N=CN1)N(C(=C2C2=CC1=C(OCCO1)C=C2)C#CC2CN(C2)C2CCN(CC2)C(C=C)=O)C 1-[4-(3-[2-[4-amino-5-(2,3-dihydro-1,4-benzodioxin-6-yl)-7-methyl-7H-pyrrolo[2,3-d]pyrimidin-6-yl]ethynyl]azetidin-1-yl)piperidin-1-yl]prop-2-en-1-one